CC1=NC=CC(=C1)C1=C(N=C2N1C=CC=N2)C2=CC=C(C=C2)OC(F)(F)F 3-(2-Methylpyridin-4-yl)-2-(4-(trifluoromethoxy)phenyl)imidazo[1,2-a]pyrimidine